C(CCCCCCCCCCC)(C1CCC(O1)C)C1CCC(O1)C 5,5'-(dodecane-1,1-diyl)bis(2-methyltetrahydrofuran)